2-(2-chlorophenyl)-N-[4-(3-cyanophenoxy)-3-sulfamoylphenyl]acetamide ClC1=C(C=CC=C1)CC(=O)NC1=CC(=C(C=C1)OC1=CC(=CC=C1)C#N)S(N)(=O)=O